3-bromo-N-(2-(2-methoxyethoxy)ethyl)benzenesulfonamide 2-cyano-5-((2-(2,5-dioxo-2,5-dihydro-1H-pyrrol-1-yl)ethyl)amino)-5-oxopentan-2-yl-ethyl-carbonotrithioate C(#N)C(C)(CCC(=O)NCCN1C(C=CC1=O)=O)SC(=SCC)S.BrC=1C=C(C=CC1)S(=O)(=O)NCCOCCOC